(3s,4s,5s)-5-(5-chloro-1,2,3,4-tetrahydroquinolin-1-carbonyl)-3,4-dihydroxy-1-(6-methyl-4-(trifluoromethyl)pyridin-2-yl)pyrrolidin-2-one ClC1=C2CCCN(C2=CC=C1)C(=O)[C@@H]1[C@@H]([C@@H](C(N1C1=NC(=CC(=C1)C(F)(F)F)C)=O)O)O